NC1C[C@H]2CC[C@@H](C1)N2S(=O)(=O)CC2CCN(CC2)C(=O)OCC2=CC=CC=C2 Benzyl 4-((((1R,3r,5S)-3-amino-8-azabicyclo[3.2.1]octan-8-yl)sulfonyl)methyl)piperidine-1-carboxylate